(E)-(ethyl N-[(2,4,6-trimethylbenzenesulfonyl)oxy]ethanimidate) C(C)C/C(/[O-])=N\OS(=O)(=O)C1=C(C=C(C=C1C)C)C